diphenoxyphosphorus O(C1=CC=CC=C1)[P]OC1=CC=CC=C1